C1(=C(C=CC=C1)NC)NC o-phenylene-bis(methylamine)